2-bromo-4,6-dichloro-aniline BrC1=C(N)C(=CC(=C1)Cl)Cl